BrC=1C(=C(C=CC1)C(CN(C(OC(C)(C)C)=O)C)O)CO[Si](C1=CC=CC=C1)(C1=CC=CC=C1)C(C)(C)C tert-butyl (2-(3-bromo-2-(((tert-butyldiphenylsilyl)oxy)methyl)phenyl)-2-hydroxyethyl)(methyl)carbamate